(S)-3-((3-(bromomethyl)benzyl)oxy)tetrahydrofuran BrCC=1C=C(CO[C@@H]2COCC2)C=CC1